C1(CC1)C1=NN2C(=NN(C(C2=C1)=O)CC(=O)NC=1N=NC(=CC1)C(F)(F)F)C(C)C 2-(2-cyclopropyl-7-isopropyl-4-oxopyrazolo[1,5-d][1,2,4]triazin-5(4H)-yl)-N-(6-(trifluoromethyl)pyridazin-3-yl)acetamide